C(C)C(C(=O)O)CC 2-ethyl-n-butanoic acid